NC1=CC(=C(C(=O)N[C@H]2[C@H](CN(CC2)CCCCCC(=O)NCCCCCCCC(N[C@]2([C@@H]([C@H]([C@H]([C@H](C2)O)O)O)O)CO)=O)OC)C=C1Cl)OC 4-amino-5-chloro-2-methoxy-N-((3S,4R)-3-methoxy-1-(6-oxo((8-oxo-8-(((1S,2S,3R,4S,5S)-2,3,4,5-tetrahydroxy(hydroxymethyl)cyclohexyl)amino)octyl)amino)hexyl)piperidin-4-yl)benzamide